CNC(=O)C1=CN2C=C(C=C2C=C1)C(F)(F)F N-methyl-2-(trifluoromethyl)indolizine-6-carboxamide